IC1=NNC2=CC=C(C=C12)NC(OC(C)(C)C)=O tert-butyl (3-iodo-1H-indazol-5-yl)carbamate